(R)-N-(2-(4-Cyanothiazolidin-3-yl)-2-oxoethyl)-6-(3-fluoro-3-phenyl-azetidin-1-yl)quinoline-4-carboxamide C(#N)[C@H]1N(CSC1)C(CNC(=O)C1=CC=NC2=CC=C(C=C12)N1CC(C1)(C1=CC=CC=C1)F)=O